3-(butylamino)-N-(2-methoxyethyl)-4-phenoxy-5-[(tetrahydropyran-4-ylamino)sulfonimidoyl]benzamide C(CCC)NC=1C=C(C(=O)NCCOC)C=C(C1OC1=CC=CC=C1)S(=O)(=N)NC1CCOCC1